[Na+].C(CCCCCCC)S(=O)(=O)[O-] octanesulfonic acid, sodium salt